5-fluoro-6-(2-methoxyethoxy)-3-(3-{4-[4-(oxetan-3-yl)piperazine-1-carbonyl]phenyl}-1,2-oxazol-5-yl)-1H-indazole hemiethanedisulfonate C(CS(=O)(=O)O)S(=O)(=O)O.FC=1C=C2C(=NNC2=CC1OCCOC)C1=CC(=NO1)C1=CC=C(C=C1)C(=O)N1CCN(CC1)C1COC1.FC=1C=C2C(=NNC2=CC1OCCOC)C1=CC(=NO1)C1=CC=C(C=C1)C(=O)N1CCN(CC1)C1COC1